BrC1=CC(=C(C(=C1)OC)C=C1CCN(CC1)C(=O)OC(C)(C)C)Cl tert-butyl 4-[(4-bromo-2-chloro-6-methoxy-phenyl)methylene]piperidine-1-carboxylate